S(=O)(=O)(N)N.[Si]([O-])([O-])([O-])[O-].[Li+].[Li+].[Li+].[Li+] lithium silicate sulfamide salt